bromoacetaldehyde ethyl 3,4,4-trimethyl-2-cyclopentenyl acetal CC1=CC(CC1(C)C)OC(CBr)OCC